(+)-6-{2-(2,4-difluorophenyl)-6-[(4-methylpiperazin-1-yl)methyl]-4,5,6,7-tetrahydropyrazolo[1,5-a]pyrimidin-3-yl}-2-(2-methylphenyl)pyridazin-3(2H)-one FC1=C(C=CC(=C1)F)C1=NN2C(NCC(C2)CN2CCN(CC2)C)=C1C=1C=CC(N(N1)C1=C(C=CC=C1)C)=O